CC=1SC(=C(N1)C)[C@@]1(NC(NC1=O)=O)CNC(OC(C)(C)C)=O |r| rac-tert-butyl {[4-(2,4-dimethyl-1,3-thiazol-5-yl)-2,5-dioxoimidazolidin-4-yl]methyl}carbamate